FC(C=1C=CC(=C2C=CC=NC12)N1CCC(CC1)C(=O)O)(F)F 1-(8-trifluoromethyl-quinolin-5-yl)-piperidine-4-carboxylic acid